C(#N)C=1C(=NC(=C(C1CC)C#N)O)[O-].[NH4+] Ammonium 3,5-dicyano-4-ethyl-6-hydroxypyridin-2-olate